6-(4-((4-methoxybenzyl)oxy)phenyl)-4,5-dimethyl-2-phenyl-3-(thiophen-2-yl)pyrazolo[1,5-a]pyrimidin-7(4H)-one COC1=CC=C(COC2=CC=C(C=C2)C2=C(N(C=3N(C2=O)N=C(C3C=3SC=CC3)C3=CC=CC=C3)C)C)C=C1